COCCN(CC(=O)N1CCCCC1)C 1-{2-[(2-methoxyethyl)(methyl)amino]acetyl}piperidin